FCC(CF)N1N=NC(=C1)[C@H](C1=C2C=CN(C(C2=CC=C1)=O)C)NC=1C=C2C(=C(C=NC2=C(C1)C#N)C#N)NCC(C)(C)C (S)-6-(((1-(1,3-difluoropropan-2-yl)-1H-1,2,3-triazol-4-yl)(2-methyl-1-oxo-1,2-dihydroisoquinolin-5-yl)methyl)amino)-4-(neopentylamino)quinoline-3,8-dicarbonitrile